C1(=C(C=CC=C1)\C=C/C1=NNC2=CC=C(C=C12)C(=O)N1CC2(C1)CCOCC2)C2=CC=CC=C2 (Z)-(3-(2-([1,1'-biphenyl]-2-yl)vinyl)-1H-indazol-5-yl)(7-oxa-2-azaspiro[3.5]nonan-2-yl)methanone